ClC=1C=C(C=CC1F)NC1=NC=NC2=CC(=C(C=C12)NC(\C=C\CN1CCN(CC1)CC=1C=C2C(N(C(C2=CC1F)=O)C1C(NC(CC1)=O)=O)=O)=O)OC (E)-N-(4-((3-chloro-4-fluorophenyl)amino)-7-methoxyquinazolin-6-yl)-4-(4-((2-(2,6-dioxopiperidin-3-yl)-6-fluoro-1,3-dioxoisoindolin-5-yl)methyl)piperazin-1-yl)but-2-enamide